CS(=O)(=O)C1=CC=C(C=C1)N[C@@H](CO)C(=O)O syn-p-methylsulfonylphenylserine